ClC1=CC2=C(N(C(N=C2)=O)C=2C(=NC=CC2SC)C(C)C)N=C1 6-chloro-1-(2-isopropyl-4-(methylthio)pyridin-3-yl)pyrido[2,3-d]pyrimidin-2(1H)-one